2-(3,5-difluorophenyl)-3-((2,6-dimethylphenyl)aminocarbonyl)-9-hydroxy-1,8-dioxo-1,3,4,8-tetrahydro-2H-pyrido[1,2-a]pyrazine-7-carboxylic acid FC=1C=C(C=C(C1)F)N1C(C=2N(CC1C(=O)NC1=C(C=CC=C1C)C)C=C(C(C2O)=O)C(=O)O)=O